1-((1H-indol-5-yl)sulfonyl)-N-(benzo[d][1,3]dioxol-5-yl)-1H-pyrazole-3-carboxamide N1C=CC2=CC(=CC=C12)S(=O)(=O)N1N=C(C=C1)C(=O)NC1=CC2=C(OCO2)C=C1